FC(C1=CC=C(C=C1)C1=CCC(N(N1[C@@H](C)C(C)(C)O)C=1C=NC=CC1)=O)F 6-[4-(Difluoromethyl)phenyl]-N-[(2S)-3-hydroxy-3-methylbutan-2-yl]-3-oxo-2-(pyridin-3-yl)-2,3-dihydropyridazine